[3-14C]Pyrazole-4-carbonitrile N1N=[14CH]C(=C1)C#N